COC1=CC=C(C=C1)[C@H]1[C@H](CN(C1)C(=O)OC(C)(C)C)COC=1C=C2C(NCC2=CC1)=O (3R,4R)-tert-Butyl 4-(4-Methoxyphenyl)-3-{[(3-oxoisoindolin-5-yl)oxy]methyl}pyrrolidine-1-carboxylate